(2e,6z,8e)-N-isobutyl-2,6,8-decatrienamide C(C(C)C)NC(\C=C\CC\C=C/C=C/C)=O